FC1CN(CCC1NC1=CC=CC2=C1SC(=C2CC(F)(F)F)C#CCNC2=C(C=C(C(=O)NC)C=C2)OCCOCCOC)C 4-((3-(7-(((Z)-3-fluoro-1-methylpiperidin-4-yl)amino)-3-(2,2,2-trifluoroethyl)benzo[b]thiophen-2-yl)prop-2-yn-1-yl)amino)-3-(2-(2-methoxyethoxy)ethoxy)-N-methylbenzamide